N-[4-(aminomethyl)phenyl]-5-(1,2,3,6-tetrahydropyridin-4-yl)thiophene-2-carboxamide NCC1=CC=C(C=C1)NC(=O)C=1SC(=CC1)C=1CCNCC1